tricosanediol C(CCCCCCCCCCCCCCCCCCCCCC)(O)O